3-chloro-4-methyl-6-(4-(trifluoromethyl)phenyl)pyridazine ClC=1N=NC(=CC1C)C1=CC=C(C=C1)C(F)(F)F